C(C)C(CN(CN1NNC2=C1C=C(C=C2)C)CC(CCCC)CC)CCCC bis(2-ethylhexyl)[(6-methyl-2H-1,2,3-benzotriazol-1-yl)methyl]amine